methyl (4-chloroquinolin-8-yl)acetate ClC1=CC=NC2=C(C=CC=C12)CC(=O)OC